4-((benzo[d]thiazol-2-ylthio)methyl)-1-methylpiperidin-2-one S1C(=NC2=C1C=CC=C2)SCC2CC(N(CC2)C)=O